1,2-dibromo-3,4,5-trifluoro-6-trifluoromethylbenzene BrC1=C(C(=C(C(=C1C(F)(F)F)F)F)F)Br